(3S)-1-[2-[4-[3-[1-(5-ethoxypyrimidin-2-yl)-4-piperidyl]propoxy]-2-fluoro-phenyl]acetyl]-N-[(2S,3R,4R,5R)-2,3,4,5,6-pentahydroxyhexyl]pyrrolidine-3-carboxamide C(C)OC=1C=NC(=NC1)N1CCC(CC1)CCCOC1=CC(=C(C=C1)CC(=O)N1C[C@H](CC1)C(=O)NC[C@@H]([C@H]([C@@H]([C@@H](CO)O)O)O)O)F